C1(CCCCC1)NC1=NC=C(C(=N1)OC)C1=CC(=NO1)C N-cyclohexyl-4-methoxy-5-(3-methylisoxazol-5-yl)pyrimidine-2-amine